Cl.NCCNS(N)(=O)=O 1-amino-2-(sulfamoylamino)ethane hydrochloride